C(C)(C)(C)OC(=O)N1CCC(CC1)N1N=C(C(=C1)CC)OCC1=C(C=C(C=C1)C#N)F 4-(3-((4-cyano-2-fluorobenzyl)oxy)-4-ethyl-1H-pyrazol-1-yl)piperidine-1-carboxylic acid tert-butyl ester